O1CCCC12CCC(CC2)OC2=NN=C(S2)NC(=O)C=2C=NC(=CC2C2=CC(=NC=C2OC)Cl)C N-(5-((1-Oxaspiro(4.5)decan-8-yl)oxy)-1,3,4-thiadiazol-2-yl)-2'-chloro-5'-methoxy-6-methyl-(4,4'-bipyridine)-3-carboxamide